(E)-2-(2-((5-ethyl-6-oxo-5,6-dihydropyrrolo[3,4-c]pyrazol-1(4H)-yl)methyl)-3-fluoroallyl)isoindoline-1,3-dione C(C)N1C(C=2N(N=CC2C1)C\C(\CN1C(C2=CC=CC=C2C1=O)=O)=C\F)=O